FC=1C=C(C=C(C1)C)C=1C(=C(N=NC1)C=1NC2=CC(=CC=C2C1)C)N1CCC(CC1)N 1-[5-(3-fluoro-5-methylphenyl)-3-(6-methyl-1H-indol-2-yl)pyridazin-4-yl]piperidin-4-amine